C1(CC1)N1CCN(CC1)C1CCN(CC1)C1=C(C=C(C(=C1)OC)NC1=NC=NC(=C1)N1OCCC1C1=CC(=CC=C1)C#CC1=CC=CC=C1)NC(C=C)=O N-(2-(4-(4-cyclopropylpiperazin-1-yl)piperidin-1-yl)-4-methoxy-5-((6-(3-(3-(phenyleth-ynyl)phenyl)isoxazolidin-2-yl)pyrimidin-4-yl)amino)-phenyl)acrylamide